N-(1-methyl-2-acryloyloxyethyl)pyrrolidone tert-butyl-N-{6-[(2S)-2-[(tert-butoxycarbonyl)amino]propanoyl]-7-methylthieno[3,2-c]pyridazin-4-yl}-N-(thiophen-2-ylmethyl)carbamate C(C)(C)(C)OC(N(CC=1SC=CC1)C=1C2=C(N=NC1)C(=C(S2)C([C@H](C)NC(=O)OC(C)(C)C)=O)C)=O.CC(COC(C=C)=O)N2C(CCC2)=O